ClC1=C(C=C(C=C1)F)N=C(N)C1=C(C=2N(N=C1)C=C(C2)C=2C(=CC(=NC2)C(=O)OC)C)N[C@@H]2COCC2 methyl 5-[3-[N'-(2-chloro-5-fluoro-phenyl)carbamimidoyl]-4-[[(3S)-tetrahydrofuran-3-yl]amino]pyrrolo[1,2-b]pyridazin-6-yl]-4-methyl-pyridine-2-carboxylate